6-Chloro-4-(1-methoxyethyl)-1,5-naphthyridin ClC=1N=C2C(=CC=NC2=CC1)C(C)OC